N1=CC=C(C=C1)C=1C=C(C=CC1)NC([O-])=O [3-(pyridin-4-yl)phenyl]carbamate